CC=1N=C2N(N=C(C=C2C)C2=CN=C3C(=N2)SC(=C3)\C=C/3\CCN(C2(CC2)C3)C(=O)OC(C)(C)C)C1 tert-butyl (Z)-7-((3-(2,8-dimethylimidazo[1,2-b]pyridazin-6-yl)thieno[2,3-b]pyrazin-6-yl)methylene)-4-azaspiro[2.5]octane-4-carboxylate